3-hydroxy-2-ethylpropionate OCC(C(=O)[O-])CC